((6-(difluoromethoxy)-2-(3'-(6-(difluoromethoxy)-5-(((3-(propylamino)propyl)amino)methyl)benzo[d]oxazol-2-yl)-2,2'-dimethyl-[1,1'-biphenyl]-3-yl)benzo[d]oxazol-5-yl)methyl)-L-proline FC(OC1=CC2=C(N=C(O2)C=2C(=C(C=CC2)C2=C(C(=CC=C2)C=2OC3=C(N2)C=C(C(=C3)OC(F)F)CNCCCNCCC)C)C)C=C1CN1[C@@H](CCC1)C(=O)O)F